7-methoxy-5-methylbenzo[b]thiophene-2-boronic acid COC1=CC(=CC2=C1SC(=C2)B(O)O)C